C(C)O[C@@H](C(=O)NC=1SC(=NN1)N[C@H]1CN(CC1)C=1N=NC=CN1)C1=CC(=C(C=C1)F)OC (2R)-2-ethoxy-2-(4-fluoro-3-methoxyphenyl)-N-(5-{[(3R)-1-(1,2,4-triazin-3-yl)-3-pyrrolidinyl]amino}-1,3,4-thiadiazol-2-yl)acetamide